(5-(1-methyl-1,4,6,7-tetrahydro-1'H-[5,6'-biimidazo[4,5-c]pyridin]-2'-yl)-1H-pyrrol-3-yl)(2-(trifluoromethyl)phenyl)methanone CN1C=NC=2CN(CCC21)C2=CC1=C(C=N2)N=C(N1)C1=CC(=CN1)C(=O)C1=C(C=CC=C1)C(F)(F)F